nickel-molybdenum phosphorus [P].[Mo].[Ni]